tert-butyl 2'-(1H-pyrrolo[2,3-b]pyridin-5-yl)-5',6'-dihydrospiro[azetidine-3,4'-pyrrolo[1,2-b]pyrazole]-1-carboxylate N1C=CC=2C1=NC=C(C2)C=2C=C1N(N2)CCC12CN(C2)C(=O)OC(C)(C)C